3,9-dibromo-7-fluoro-2-[2-(hydroxymethyl)-1-piperidyl]pyrido[1,2-a]pyrimidin-4-one BrC1=C(N=C2N(C1=O)C=C(C=C2Br)F)N2C(CCCC2)CO